NC1=C2C(CCOC2=C(C(=C1)F)NC(C)=O)=O N-(5-amino-7-fluoro-4-oxochroman-8-yl)acetamide